3-[2-(2-{[(2S)-1-[(2S,4R)-4-hydroxy-2-{[(1S)-1-[4-(4-methyl-1,3-thiazol-5-yl)phenyl]ethyl]carbamoyl}pyrrolidin-1-yl]-3,3-dimethyl-1-oxobutan-2-yl]carbamoyl}ethoxy)ethoxy]propanoic acid O[C@@H]1C[C@H](N(C1)C([C@H](C(C)(C)C)NC(=O)CCOCCOCCC(=O)O)=O)C(N[C@@H](C)C1=CC=C(C=C1)C1=C(N=CS1)C)=O